FC1=C(C=CC=C1)C1(CCCC1)NCC1=CC(=CC=C1)CC1CCN(CC1)C 1-(2-Fluorophenyl)-N-(3-((1-methylpiperidin-4-yl)methyl)benzyl)cyclopentan-1-amin